2-chlorophenyl-sulfinate Ethyl-5-methyl-1-(5-methylpyridin-2-yl)-1H-imidazole-4-carboxylate C(C)OC(=O)C=1N=CN(C1C)C1=NC=C(C=C1)C.ClC1=C(C=CC=C1)S(=O)O